7-morpholino-2-(1-(3-morpholinopropyl)-1H-pyrazol-4-yl)-5-(3-phenyl-1H-pyrazol-1-yl)furo[3,2-b]pyridine O1CCN(CC1)C1=C2C(=NC(=C1)N1N=C(C=C1)C1=CC=CC=C1)C=C(O2)C=2C=NN(C2)CCCN2CCOCC2